N-(3-chloro-4-fluorophenyl)-3-(2-((1-(hydroxymethyl)cyclobutyl)amino)-2-oxoacetyl)-2-methyl-5,6,7,8-tetrahydroindolizine-1-carboxamide ClC=1C=C(C=CC1F)NC(=O)C=1C(=C(N2CCCCC12)C(C(=O)NC1(CCC1)CO)=O)C